S=C1NC=CC=C1C(=O)O 2-sulfanylidene-1H-pyridine-3-carboxylic acid